(1-(5-bromo-4-chloro-6-(diethoxymethyl)-7H-pyrrolo[2,3-d]pyrimidin-7-yl)propan-2-yl)carbamic acid tert-butyl ester C(C)(C)(C)OC(NC(CN1C(=C(C2=C1N=CN=C2Cl)Br)C(OCC)OCC)C)=O